Cl.N1CC(C1)CO azetidin-3-yl-methanol HCl salt